C(#CC)C1=NC(=NC=C1C(F)(F)F)N[C@H]1C[C@H](CCC1)C1=NN=C2N1C=CC=C2 4-prop-1-ynyl-N-[(1R,3S)-3-([1,2,4]triazolo[4,3-a]pyridin-3-yl)cyclohexyl]-5-(trifluoromethyl)pyrimidin-2-amine